CCCCCCC(=O)OC(CC(=O)[O-])C[N+](C)(C)C The molecule is an O-acylcarnitine that is the O-heptanoyl derivative of carnitine. It has a role as a metabolite. It is an O-acylcarnitine, a carboxylic ester and an ammonium betaine. It derives from a heptanoic acid.